9,10-dihydropyrano[2,3-h]chromen O1CC=CC2=CC=C3C(=C12)CCCO3